4-Cyclohexylbicyclo[2.2.2]octane-1-carbaldehyde C1(CCCCC1)C12CCC(CC1)(CC2)C=O